4-(tert-Butoxycarbonylamino-methyl)-6-formyl-pyridine-2-carboxylic acid methyl ester COC(=O)C1=NC(=CC(=C1)CNC(=O)OC(C)(C)C)C=O